BrC1=C(C2=NSC(=C2S1)NC1OCCCC1)C 5-bromo-6-methyl-N-(oxan-2-yl)thieno[3,2-c][1,2]thiazol-3-amine